C(C=1C(C(=O)OCCCC)=CC(C(=O)OCCCC)=CC1)(=O)OCCCC tris-butyl trimellitate